ClC1=C(C=CC(=C1)Cl)C1C(C=2C=CC(=CC2CC1)C(=O)OC)=O methyl 6-(2,4-dichlorophenyl)-5-oxo-5,6,7,8-tetrahydronaphthalene-2-carboxylate